C(C1=CC=CC=C1)N1CCC(CC1)NC(=O)CC(=O)O (1-benzylpiperidin-4-yl)carbamoyl-acetic acid